tert-butyl 4-[2-(3,4-dichlorophenyl)-2-[[4-(trifluoromethoxy)phenyl]sulfonylamino]ethyl]piperazine-1-carboxylate ClC=1C=C(C=CC1Cl)C(CN1CCN(CC1)C(=O)OC(C)(C)C)NS(=O)(=O)C1=CC=C(C=C1)OC(F)(F)F